S1C(NCC1)N thiazolidinamine